2-(3-((1r,3r)-3-methoxy-1-(4-methyl-4H-1,2,4-triazol-3-yl)cyclobutyl)phenyl)-6-(((1-methylcyclopropyl)amino)methyl)-4-(trifluoromethyl)isoindolin-1-one COC1CC(C1)(C1=NN=CN1C)C=1C=C(C=CC1)N1C(C2=CC(=CC(=C2C1)C(F)(F)F)CNC1(CC1)C)=O